(7R,14R)-1-ethynyl-6-(methyl-d3)-11-(2-(piperazin-1-yl)pyrimidin-5-yl)-6,7-dihydro-7,14-methanobenzo[f]benzo[4,5]imidazo[1,2-a][1,4]diazocin-5(14H)-one C(#C)C1=CC=CC=2C(N([C@H]3C=4N([C@@H](C21)C3)C3=C(N4)C=CC(=C3)C=3C=NC(=NC3)N3CCNCC3)C([2H])([2H])[2H])=O